tert-butyl 2-(5-fluoro-2-(4-(piperidin-1-yl)-3-(2-(2,2,2-trifluoroethyl)-2H-indazole-3-carboxamido) benzamido) phenyl)acetate FC=1C=CC(=C(C1)CC(=O)OC(C)(C)C)NC(C1=CC(=C(C=C1)N1CCCCC1)NC(=O)C=1N(N=C2C=CC=CC12)CC(F)(F)F)=O